O.O.[Na+].BrC1=CC=C(C=C1)S(=O)[O-] 4-bromobenzenesulfinic acid sodium salt dihydrate